bis(2-(2-methoxyethoxy) ethyl) monobromophosphate P(=O)(OCCOCCOC)(OCCOCCOC)Br